C=C1OCC(CO1)C1=CC=CC=C1 2-methylene-5-phenyl-1,3-dioxan